2-(4-(2-(3-(3-chloro-2-fluoro-6-(2H-tetrazol-2-yl)phenyl)propenamido)-N-methyl-2-phenylacetylamino)phenyl)acetic acid ClC=1C(=C(C(=CC1)N1N=CN=N1)C=CC(=O)NC(C(=O)N(C)C1=CC=C(C=C1)CC(=O)O)C1=CC=CC=C1)F